CCCCCCCCCCC/C=C/C=C/C=C heptadecatriene